(R)-2-(3-(6-(pyrrolidin-3-ylamino)pyridin-2-yl)imidazo[1,2-a]pyrazin-6-yl)propan-2-ol N1C[C@@H](CC1)NC1=CC=CC(=N1)C1=CN=C2N1C=C(N=C2)C(C)(C)O